C(C)(C)(C)OC([C@H](COC1=CC=C(C=C1)C=1C=NN(C1)CCCNC(=O)OC(C)(C)C)O)=O.S(=O)(=O)(C1=CC=C(C=C1)N1C(C=CC1=O)=O)C1=CC=C(C=C1)N1C(C=CC1=O)=O N,N'-(sulfonyldi-p-phenylene)dimaleimide tert-butyl-(S)-3-(4-(1-(3-((tert-butoxycarbonyl)amino)propyl)-1H-pyrazol-4-yl)phenoxy)-2-hydroxypropionate